C(C=1C(O)=CC=CC1)(=O)NC1=NNC=N1 3-(N-salicyloyl)amino-1H-1,2,4-triazole